ClC=1C=NC=CC1S(=O)(C)=N (3-chloropyridin-4-yl)(imino)(methyl)-λ6-sulfanone